Disodium octanoyl glutamate N[C@@H](CCC(=O)[O-])C(=O)OC(CCCCCCC)=O.[Na+].[Na+].C(CCCCCCC)(=O)OC([C@@H](N)CCC(=O)[O-])=O